CC=1C=C(C=NC1N1CCNCC1)CC1=CN=C2C(=NC(=NN21)OCCOC2=CC=CC=C2)N 7-((5-methyl-6-(piperazin-1-yl)pyridin-3-yl)methyl)-2-(2-phenoxyethoxy)imidazo[2,1-f][1,2,4]triazin-4-amine